FC(C=1C=CC(=C(C1)O)C1=NN=C(C2=CC=CC=C12)N[C@H]1CN(CCC1)CC)F (R)-5-(difluoromethyl)-2-(4-((1-ethylpiperidin-3-yl)amino)phthalazin-1-yl)phenol